[Na+].C(=O)([O-])C1=C(C=2C(C3=CC=CC=C3SC2C=C1)=O)OC 2-carboxyl-methoxythioxanthone sodium salt